Cl.C1(=CC=C(C=C1)C(C)(C)N)C 2-(p-tolyl)propan-2-amine hydrochloride